1,3-diethyl 2-cyclopropylmalonate C1(CC1)C(C(=O)OCC)C(=O)OCC